isovaleryl nitrite N(=O)OC(CC(C)C)=O